dodecyltrimethylammonium methyl-carbonate COC([O-])=O.C(CCCCCCCCCCC)[N+](C)(C)C